1-(1-(2-(4-chlorophenoxy)-2-methylpropionyl)piperidin-4-yl)-3-(3-(trifluoromethyl)phenyl)urea ClC1=CC=C(OC(C(=O)N2CCC(CC2)NC(=O)NC2=CC(=CC=C2)C(F)(F)F)(C)C)C=C1